[1-(2-chloro-3,5-difluoro-phenyl)ethyl]-N'-cyclopropyl-ethane-1,2-diamine hydrochloride Cl.ClC1=C(C=C(C=C1F)F)C(C)C(CNC1CC1)N